O1CCC(CC1)CN1CCC2(CC1)CNC1=CC=CC=C12 1'-((tetrahydro-2H-pyran-4-yl)methyl)spiro[indoline-3,4'-piperidine]